tert-butyl 6-(1,3-benzothiazol-5-yl)-4-Isobutyl-3-methyl-3,4-dihydro-2H-pyridine-1-carboxylate S1C=NC2=C1C=CC(=C2)C2=CC(C(CN2C(=O)OC(C)(C)C)C)CC(C)C